1-Acryloxyethyl-3,3-dimethylspiro[indoline-2,3'-[3H]-naphtho[2,1-b](1,4)oxazine] C(C=C)(=O)OC(C)C1=NC2=C(OC13NC1=CC=CC=C1C3(C)C)C=CC3=CC=CC=C32